COC1=CC(=C(C=C1)C(=C)C)[N+](=O)[O-] 4-methoxy-2-nitro-1-(prop-1-en-2-yl)benzene